tert-butyl 4-{[(4-methylbenzenesulfonyl)oxy]methyl}piperidine-1-carboxylate CC1=CC=C(C=C1)S(=O)(=O)OCC1CCN(CC1)C(=O)OC(C)(C)C